1-bromo-4-[4-(2-methylbutyl)phenyl]benzene BrC1=CC=C(C=C1)C1=CC=C(C=C1)CC(CC)C